OC1(CCC(CC1)NC(OC1CC(CC1)C1=CC(=NN1)NC1=C(C2=C(CS(C2)(=O)=O)C=C1)F)=O)C 3-(3-((4-fluoro-2,2-dioxido-1,3-dihydrobenzo[c]thiophen-5-yl)amino)-1H-pyrazol-5-yl)cyclopentyl ((1r,4r)-4-hydroxy-4-methylcyclohexyl)carbamate